BrCCOCCOCCOCC#C 3-[2-[2-(2-bromoethoxy)ethoxy]ethoxy]prop-1-yne